tert-butyl 3-(6-fluoro-1H-indol-3-yl)-4-methyl-2,5-dihydro-1H-pyrrole-1-carboxylate FC1=CC=C2C(=CNC2=C1)C=1CN(CC1C)C(=O)OC(C)(C)C